3,5,6-trifluoro-4-(3-(3-methyl-2-oxoimidazolidin-1-yl)piperidin-1-yl)benzamide 1-octylnonyl-8-[2-chloroethyl-[6-(1-ethylundecoxy)-6-oxo-hexyl]amino]octanoate C(CCCCCCC)C(CCCCCCCC)OC(CCCCCCCN(CCCCCC(=O)OC(CCCCCCCCCC)CC)CCCl)=O.FC=1C=C(C(=O)N)C(=C(C1N1CC(CCC1)N1C(N(CC1)C)=O)F)F